FC=1C(=NC=C(C1I)F)N(S(=O)(=O)CCC)COCC[Si](C)(C)C N-(3,5-difluoro-4-iodopyridin-2-yl)-N-((2-(trimethylsilyl)ethoxy)-methyl)propane-1-sulfonamide